ClC1=C(C=C(CN)C=C1)F 4-chloro-3-fluorobenzylamine